COCCOC=1C=NC(=NC1)N1N=C(C(=C1)C1=CN=C(N1C)C(=O)N)C(F)(F)F 5-[1-[5-(2-methoxyethoxy)pyrimidin-2-yl]-3-(trifluoromethyl)pyrazol-4-yl]-1-methyl-imidazole-2-carboxamide